4-chloro-1,3-dimethyl-1H-pyrazolo[3,4-d]pyrimidine ClC1=C2C(=NC=N1)N(N=C2C)C